CC1=CC=C(C=C1)P(C1=NC2=CC=CC=C2N=C1)C1=CC=C(C=C1)C 2-bis(p-methylphenyl)phosphinoquinoxaline